(2-pyridyl)benzenesulfonamide N1=C(C=CC=C1)C1=C(C=CC=C1)S(=O)(=O)N